2-benzyl-1,3-dimethoxypropane C(C1=CC=CC=C1)C(COC)COC